C(C1=CC=CC=C1)C1C2(C3=CC=CC=C3CC1)CNC2 benzylspiro[azetidine-3,1'-tetralin]